FC(N1N=CC(=C1)C1=CC(=NC(=C1OC)C)C#N)F 4-(1-(Difluoromethyl)-1H-pyrazol-4-yl)-5-methoxy-6-methyl-2-cyanopyridine